FC(C1=CC=C(C=C1)NC1=C(C=CC=C1)C1=NN=C(O1)C1(COC1)O)(F)F 3-(5-(2-((4-(trifluoromethyl)phenyl)amino)phenyl)-1,3,4-oxadiazol-2-yl)oxetan-3-ol